C[C@@H]1N(C2=CC=CC=C2[C@H](C1)N1C(N(C2=NC(=NC=C2C1)SC)C)=O)C(=O)OC(C)(C)C tert-butyl (2S,4S)-2-methyl-4-(1-methyl-7-methylsulfanyl-2-oxo-4H-pyrimido[4,5-d]pyrimidin-3-yl)-3,4-dihydro-2H-quinoline-1-carboxylate